5-(2-chlorophenoxy)-3-(5,8-dihydro-1,7-naphthyridin-7(6H)-yl)-6-fluoro-4H-benzo[e][1,2,4]thiadiazine 1,1-dioxide ClC1=C(OC2=C(C=CC3=C2NC(=NS3(=O)=O)N3CCC=2C=CC=NC2C3)F)C=CC=C1